C=1N=CN2C1C=CC=C2C#N imidazo[1,5-a]Pyridine-5-carbonitrile